1-(3-(4-Methoxyphenyl)-1,2,4-oxadiazol-5-yl)-N-((1-(Tetrahydro-2H-pyran-4-yl)pyrrolidin-3-yl)methyl)piperidin-4-carboxamid COC1=CC=C(C=C1)C1=NOC(=N1)N1CCC(CC1)C(=O)NCC1CN(CC1)C1CCOCC1